C1(CC1)C1=NC(=NO1)C=1C=C2CCC(C2=CC1)C(=O)NC1=CC(=NC=C1)C 5-(5-cyclopropyl-1,2,4-oxadiazol-3-yl)-N-(2-methylpyridin-4-yl)-2,3-dihydro-1H-indene-1-carboxamide